C(C)(C)(C)OC(=O)NC(C(=O)O)CC1=C(C=CC=C1)C#N 2-(tertbutoxycarbonylamino)3-(2-cyanophenyl)propanoic acid